C(C)(C)(C)OC(=O)N1CC(CC1)OC1=CC(=CC(=C1)C(F)(F)F)N.C1=C(C=CC2=CC=CC=C12)C1=CC=C(C=C1)C1=C2C=CC=CC2=CC2=CC=CC=C12 10-(4-(naphthalen-2-yl)phenyl)anthracene tert-butyl-3-[3-amino-5-(trifluoromethyl)phenoxy]pyrrolidine-1-carboxylate